ClC=1C=CC(=NC1)C1(C=C(C(C(C1)(C)C)=O)C#N)OC 3-(5-chloropyridin-2-yl)-3-methoxy-5,5-dimethyl-6-oxocyclohex-1-ene-1-carbonitrile